BrC1=NNC2=CC=C(C=C12)Br 3,5-dibromo-1H-indazole